Methyl-4-{1-[2,6-dichloro-4-(1,1,1,2,3,3,3-heptafluoropropan-2-yl)phenyl]-1H-pyrazol-4-yl}-1-methyl-1H-pyrrole-2-carboxylate COC(=O)C=1N(C=C(C1)C=1C=NN(C1)C1=C(C=C(C=C1Cl)C(C(F)(F)F)(C(F)(F)F)F)Cl)C